C(C)(=O)OC(C)C(CCCCC)OC(C)=O octane-2,3-diyl diacetate